tert-Butyl (1s,3s)-3-ethoxycyclobutane-1-carboxylate C(C)OC1CC(C1)C(=O)OC(C)(C)C